(S) or (R)-3-fluoro-N'-((1,2,3,5,6,7-hexahydro-s-indacen-4-yl)carbamoyl)-5-isopropylpyridine-2-sulfonimidamide FC=1C(=NC=C(C1)C(C)C)[S@](=O)(N)=NC(NC1=C2CCCC2=CC=2CCCC12)=O |o1:10|